acetaminoaniline N(C(=O)C)NC1=CC=CC=C1